CC(CC=C)CC(C)C 4,6-dimethyl-1-heptene